[N+](=O)([O-])C=1C(=NNC1)C=1OC2=C(N1)C=CC=C2 2-(4-nitro-1H-pyrazol-3-yl)benzo[d]Oxazole